5-fluoro-2-[(4-{7-[(1s,3s,4r)-5-methylene-2-azabicyclo[2.2.1]heptane-3-carbonyl]-2,7-diazaspiro[3.5]non-2-yl}pyrimidin-5-yl)oxy]-N,N-di(prop-2-yl)benzamide FC=1C=CC(=C(C(=O)N(C(C)C)C(C)C)C1)OC=1C(=NC=NC1)N1CC2(C1)CCN(CC2)C(=O)[C@H]2N[C@@H]1CC([C@H]2C1)=C